ClC1=NC=C(C(=N1)CC1=C(C=C(C=C1)C=1N(C=C(N1)C(F)(F)F)C)C(F)(F)F)OC 2-chloro-5-methoxy-4-(4-(1-methyl-4-(trifluoromethyl)-1H-imidazol-2-yl)-2-(trifluoromethyl)benzyl)pyrimidine